(S)-2-((R)-4-((3R,5R,8R,9S,10S,13R,14S,17R)-3-hydroxy-10,13-dimethyl-hexadecahydro-1H-cyclopenta[a]phenanthren-17-yl)pentanamido)pentanedioic acid O[C@@H]1CC[C@@]2([C@H]3CC[C@@]4([C@H](CC[C@H]4[C@@H]3CC[C@@H]2C1)[C@@H](CCC(=O)N[C@H](C(=O)O)CCC(=O)O)C)C)C